CN1C[C@H]2[C@@H](CC1)CCN2C2=CC=C(N=N2)C2=C(C=CC=C2CC)O 2-[6-[(3aS,7aR)-6-methyl-3,3a,4,5,7,7a-hexahydro-2H-pyrrolo[2,3-c]pyridin-1-yl]pyridazin-3-yl]-3-ethyl-phenol